CC1=C(C(NC=2C=C(C=NC12)CN1CCN(CC1)C=1C=CC(=NC1)C(=O)NCC(F)(F)F)=O)C(F)(F)F 5-(4-((8-Methyl-6-oxo-7-(trifluoromethyl)-5,6-dihydro-1,5-naphthyridin-3-yl)methyl)Piperazin-1-yl)-N-(2,2,2-trifluoroethyl)pyridineamide